[C@H]12[C@@H](C[C@H](CC1)N2)NS(=O)(=O)C2=C(C=C(C=C2)[N+](=O)[O-])[N+](=O)[O-] |o1:0,1,3| N-((1R,2R,4S)-rel-7-azabicyclo[2.2.1]hept-2-yl)-2,4-dinitrobenzenesulfonamide